6-amino-N-(5-chloro-6-(4-cyano-2-methylphenyl)pyridin-2-yl)pyridine-2-sulfonamide NC1=CC=CC(=N1)S(=O)(=O)NC1=NC(=C(C=C1)Cl)C1=C(C=C(C=C1)C#N)C